3-(5-((2-(benzylamino)cyclohexyl)oxy)-1-oxoisoindolin-2-yl)piperidine-2,6-dione C(C1=CC=CC=C1)NC1C(CCCC1)OC=1C=C2CN(C(C2=CC1)=O)C1C(NC(CC1)=O)=O